C(CCCCCCC)SCC=1C=C(C(=C(C1)CSCCCCCCCC)O)C 4,6-dioctylthiomethyl-o-cresol